(3-(Cyclobutylsulfanyl)pyridin-2-yl)methylamine C1(CCC1)SC=1C(=NC=CC1)CN